(E)-2-(2-(naphthalen-2-ylmethylene)hydrazino)-2-oxo-N-(pyridin-3-yl)acetamide C1=C(C=CC2=CC=CC=C12)\C=N\NC(C(=O)NC=1C=NC=CC1)=O